NC1=C(C2=C(N=C(S2)C)C=C1C#N)Br 6-amino-7-bromo-2-methylbenzo[d]thiazole-5-carbonitrile